CC(CN1CC(C1)OC1CCN(CC1)C(C(F)(F)F)=O)(OC1=C(C=C(C=C1)C(C)(C)O)C=1C2=C(C(N(C1)C)=O)N(C=C2)S(=O)(=O)C2=CC=C(C=C2)C)C 4-[2-[1,1-dimethyl-2-[3-[[1-(2,2,2-trifluoroacetyl)-4-piperidyl]oxy]azetidin-1-yl]ethoxy]-5-(1-hydroxy-1-methylethyl)phenyl]-6-methyl-1-(p-tolylsulfonyl)pyrrolo[2,3-c]pyridin-7-one